C(C)(C)(C)C1OC2=C(C=C(C(=C2)OC)C2=NN(C=C2)C)C=2N(N=C(C21)C(=O)NCCO)C2=CSC=C2 tert-butyl-N-(2-hydroxyethyl)-7-methoxy-8-(1-methyl-1H-pyrazol-3-yl)-1-(thiophen-3-yl)-1,4-dihydrobenzopyrano[4,3-c]pyrazole-3-carboxamide